3-azabicyclo[4.2.0]octane-3-carboxylic acid tert-butyl ester C(C)(C)(C)OC(=O)N1CC2CCC2CC1